C1C(CC12CCC2)CN(C(O)=O)CC=2C=C1C(N(CC1=CC2)C2C(NC(CC2)=O)=O)=O.C2(=CC=C(C=C2)NS(=O)(=O)C)C N-(p-tolyl)methanesulfonamide spiro[3.3]heptan-2-ylmethyl-((2-(2,6-dioxopiperidin-3-yl)-3-oxoisoindolin-5-yl)methyl)carbamate